COC(CCOC(C=C)=O)C acrylic acid-3-methoxybutyl ester